CN1C(=NN=C1)S[C@@H](C)C=1C=C(N)C=CC1 3-[(1S)-1-[(4-methyl-1,2,4-triazol-3-yl)sulfanyl]ethyl]aniline